C1(CC1)C1=C(C(=NO1)C1=C(C=NC=C1Cl)Cl)COC12CCC(CC1)(CC2)C2=NC1=C(C=CC=C1C=C2)OC2CCOCC2 2-(4-((5-Cyclopropyl-3-(3,5-dichloropyridin-4-yl)isoxazol-4-yl)methoxy)bicyclo[2.2.2]octan-1-yl)-8-((tetrahydro-2H-pyran-4-yl)oxy)chinolin